C(C)(C)(C)OC(CNCC1=C(C=CC=C1)CN1C=NC=C1)=O 2-((2-((1H-imidazol-1-yl)methyl)benzyl)amino)acetic acid tert-butyl ester